(1-(Tetrahydro-2H-pyran-2-yl)-1H-indazol-5-yl)methanol O1C(CCCC1)N1N=CC2=CC(=CC=C12)CO